(3-amino-5-methyl-4,5,6,7-tetrahydropyrazolo[4,3-c]pyridin-1-yl)(4,5,6,7-tetrahydro-1H-indol-4-yl)methanone NC1=NN(C2=C1CN(CC2)C)C(=O)C2C=1C=CNC1CCC2